NC(C(=O)O)CN(C)C 2-amino-3-(dimethylamino)-propionic acid